4-(dimethylaminomethylene)-5-oxo-pyrrolidine CN(C)C=C1CCNC1=O